p-hydroxybenzyl-2,4-imidazolidinedione OC1=CC=C(CN2C(NC(C2)=O)=O)C=C1